C(C)(=O)C=1SC2=C(C1)C(=CC=C2)N[C@@H]2C[C@@H](CCC2)NC(C2=CC=C(C=C2)OC)=O N-[(1R,3S)-3-[(2-acetyl-1-benzothiophen-4-yl)amino]cyclohexyl]-4-methoxybenzamide